[Sn](O)(O)(O)O.[Cu] copper tin hydroxide